2-methyl-5-(5-bromopyridine-2-yl)tetrazole CN1N=C(N=N1)C1=NC=C(C=C1)Br